CCCCCCCCCCCCCCCCCCOC(=O)CCSCCC(=O)OCCCCCCCCCCCCCCCCCC dioctadecyl 3,3-thiodipropionate